tert-butyl N-tert-butoxycarbonyl-N-[4-cyano-5-(4,4,5,5-tetramethyl-1,3,2-dioxaborolan-2-yl)-2-[(1S)-2,2,2-trifluoro-1-methyl-ethyl]pyrazol-3-yl]carbamate C(C)(C)(C)OC(=O)N(C(OC(C)(C)C)=O)C=1N(N=C(C1C#N)B1OC(C(O1)(C)C)(C)C)[C@H](C(F)(F)F)C